2-[(4-fluorophenoxy)methyl]-6-(4-methyl-3-pyridinyl)imidazo[1,2-a]pyrimidine FC1=CC=C(OCC=2N=C3N(C=C(C=N3)C=3C=NC=CC3C)C2)C=C1